FC=1C=C(C=C(C1)F)C1=CNC2=NC=C(C=C21)C2=CC=C(CN1CC(CCC1)O)C=C2 1-(4-(3-(3,5-difluorophenyl)-1H-pyrrolo[2,3-b]pyridin-5-yl)benzyl)piperidin-3-ol